N1[C@@H]([C@@H](NCC1)C(=O)OCC)C(=O)OCC diethyl (2S,3R)-piperazine-2,3-dicarboxylate